ClC1=NC=CC(=N1)C1=C(N=C(S1)C(C)(C)C1CCN(CC1)C(=O)OC(C)(C)C)C1=C(C(=CC=C1)NC(=O)OCC=C)F tert-butyl 4-{2-[5-(2-chloropyrimidin-4-yl)-4-(2-fluoro-3-{[(prop-2-en-1-yloxy)carbonyl]amino}phenyl)-1,3-thiazol-2-yl]propan-2-yl}piperidine-1-carboxylate